CN1N=CC(=C1)C=1C=CC=2N(C1)N=CC2N2CCN(CC2)C(=O)OC(C)C2=NN(C(=C2)C)C 1-(1,5-dimethyl-1H-pyrazol-3-yl)ethyl 4-(6-(1-methyl-1H-pyrazol-4-yl)pyrazolo[1,5-a]pyridin-3-yl)piperazine-1-carboxylate